COC(C)C1(CCC1)C(=O)OCC ethyl 1-(1-methoxy ethyl)cyclobutane-1-carboxylate